C(C1=CC=CC=C1)OCC1CN(C1)C1=C2CN(C(C2=CC=C1)=O)C=1C(=NC(=CC1)OCC1=CC=CC=C1)OCC1=CC=CC=C1 4-(3-((benzyloxy)methyl)azetidin-1-yl)-2-(2,6-bis(benzyloxy)pyridin-3-yl)isoindolin-1-one